C1(=CC=C(C=C1)CC[NH3+])C1=CC=CC=C1 2-(4-biphenylyl)ethylammonium